C(C)C=1C(=C(C(=C(C1F)F)F)C1=CC2=C(OC(C(N2)=O)(F)F)C=C1F)F 6-(3-ethyl-2,4,5,6-tetrafluorophenyl)-2,2,7-trifluoro-2H-benzo[b][1,4]oxazin-3(4H)-one